(S)-3-methyl-2-oxo-1-(2-(1-trityl-1H-imidazol-5-yl)ethyl)pyrrolidine-3-carboxylic acid C[C@]1(C(N(CC1)CCC1=CN=CN1C(C1=CC=CC=C1)(C1=CC=CC=C1)C1=CC=CC=C1)=O)C(=O)O